3-(4,4-difluorotetrahydrofuran-3-yl)-1-methyl-1-[[3-[3-(2-trimethylsilylethoxymethyl)pyrazol-3-yl]-4-pyridyl]methyl]urea FC1(C(COC1)NC(N(CC1=C(C=NC=C1)C1(N=NC=C1)COCC[Si](C)(C)C)C)=O)F